O=C1OCC2=CC(=CC=C12)O[C@@H]1[C@H](CCCC1)NC(OC(C)(C)C)=O tert-butyl ((1S,2S)-2-((1-oxo-1,3-dihydroisobenzofuran-5-yl)oxy)cyclohexyl)carbamate